NC=1N=C(SC1C(C1=CC=C(C=C1)OCC(=O)NCC1=C(C=CC=C1)OC)=O)N(C1=CC=C(C=C1)F)C(C(=O)N)C (N-[4-Amino-5-[4-[2-[(2-methoxyphenyl)methylamino]-2-oxoethoxy]benzoyl]thiazol-2-yl]-4-fluoroanilino)propanamid